5-[bis(4-methoxybenzyl)aminocarbonyloxyethoxyethoxy]dimethylbenzylamine COC1=CC=C(CN(C(=O)OCCOCCOC=2C=CC=C(CN(C)C)C2)CC2=CC=C(C=C2)OC)C=C1